4-bromo-1-(deuteromethyl)-1H-pyrazole BrC=1C=NN(C1)C[2H]